7-Deaza-8-Aza-Guanine N1C(N)=NC=2N=NCC2C1=O